C(#N)C1(CC1)NS(=O)(=O)C=1C=C(C=2N(C1)C(=NC2)C=2SC(=NN2)C(F)F)N2C[C@H](N(CC2)C(C(C)C)=O)COC (S)-N-(1-cyanocyclopropyl)-3-(5-(difluoromethyl)-1,3,4-thiadiazol-2-yl)-8-(4-isobutyryl-3-(methoxymethyl)piperazin-1-yl)imidazo[1,5-a]pyridine-6-sulfonamide